N-butyl-5-(5-(3,5-dichloro-4-fluorophenyl)-5-(trifluoromethyl)-4,5-dihydroisoxazol-3-yl)-5,6-dihydro-4H-thieno[2,3-c]pyrrole-2-carboxamide C(CCC)NC(=O)C1=CC2=C(CN(C2)C2=NOC(C2)(C(F)(F)F)C2=CC(=C(C(=C2)Cl)F)Cl)S1